1,2-dibromo-6-tert-butyl-9H-carbazole BrC1=C(C=CC=2C3=CC(=CC=C3NC12)C(C)(C)C)Br